[1]benzazepin-6(s)-one N1=CC=CC=C2C1=CC=CC2=O